CC([C@@H](C(N1[C@@H](CCC1)C(=O)N1CCN(CC1)C1=CC=CC=C1)=O)NC(=O)C=1NC2=CC=C(C=C2C1)C(F)(F)P(O)(O)=O)(C)C ((2-(((S)-3,3-dimethyl-1-oxo-1-((S)-2-(4-phenylpiperazine-1-carbonyl)pyrrolidin-1-yl)butan-2-yl)carbamoyl)-1H-indol-5-yl)difluoromethyl)phosphonic acid